C(C1=CC=CC=C1)(=O)ON=C(C(=O)C1=CC=C(C=C1)SC1=CC=CC=C1)CC1CCCC1 N-benzoyloxy-1-(4-phenylsulfanylphenyl)-3-cyclopentylpropane-1-on-2-imin